3,8-bis(4-carboxyphenyl)phenanthroline C(=O)(O)C1=CC=C(C=C1)C=1C=NC2=C3N=CC(=CC3=CC=C2C1)C1=CC=C(C=C1)C(=O)O